C1(CCCCC1)NC=1C(=CC=CC1)N N-cyclohexylbenzene-1,2-diamine